ClC1=NC(=NC=C1I)N 4-chloro-5-iodopyrimidin-2-amine